Cl.Cl.N1CCC(CC1)N1CCOCC1 4-(piperidin-4-yl)morpholine dihydrochloride